CN1C(=NC=2C1=C1C(=NC2C)C=C(S1)C1=NNC=C1)CCCN1CCCC1 1,4-dimethyl-7-(1H-pyrazol-3-yl)-2-(3-(pyrrolidin-1-yl)propyl)-1H-imidazo[4,5-d]thieno[3,2-b]pyridine